1-METHYL-5-OXO-4,5-DIHYDRO-1H-PYRAZOLE-3-CARBOXYLIC ACID CN1N=C(CC1=O)C(=O)O